2-[3-[(trans)-2-[5-(diethylaminomethyl)-2-pyridinyl]vinyl]-1-tetrahydropyran-2-yl-indazol-6-yl]sulfanyl-4-fluoro-N-methyl-benzamide C(C)N(CC)CC=1C=CC(=NC1)/C=C/C1=NN(C2=CC(=CC=C12)SC1=C(C(=O)NC)C=CC(=C1)F)C1OCCCC1